FC=1C=C(C=CC1)C1=CC=C2C(=NC=3N(C2=C1)C=NN3)N(C3=CC=CC=C3)C 8-(3-Fluorophenyl)-N-methyl-N-phenyl-[1,2,4]triazolo[4,3-a]quinazolin-5-amine